3-Butenyl p-methoxybenzoate COC1=CC=C(C(=O)OCCC=C)C=C1